C(C1=CC=CC=C1)NC1=C(C=C(C=C1)S(=O)(=O)NC)C=1N=CN(C1)C(C)C 4-(benzylamino)-3-(1-isopropylimidazol-4-yl)-N-methyl-benzenesulfonamide